N[C@H](C(=O)N1[C@@H](C[C@H](C1)O)C(=O)N[C@@H](C)C1=CC=C(C=C1)C#C)C(C)(C)O (2S,4R)-1-[(2S)-2-amino-3-hydroxy-3-methyl-butanoyl]-N-[(1S)-1-(4-ethynylphenyl)ethyl]-4-hydroxy-pyrrolidine-2-carboxamide